3,4-Dihydroxyhexylmethacrylamide OC(CCC=C(C(=O)N)C)C(CC)O